(2R,3as,6s,6ar)-6-((2-amino-3-bromoquinolin-7-yl)methyl)-2-(2-amino-4-methyl-7H-pyrrolo[2,3-d]pyrimidin-7-yl)hexahydro-3aH-cyclopenta[b]furan-3,3a-diol NC1=NC2=CC(=CC=C2C=C1Br)C[C@@H]1CC[C@]2([C@@H]1O[C@H](C2O)N2C=CC1=C2N=C(N=C1C)N)O